C(C)(=O)C=1C=C(C=C2C(=C(C=NC12)C#N)NCC(C)(C)C)N[C@@H](C=1C(=NC(=CC1)F)C)C=1N=NN(C1)C1(CC1)C(F)F (S)-8-acetyl-6-(((1-(1-(difluoromethyl)cyclopropyl)-1H-1,2,3-triazol-4-yl)(6-fluoro-2-methylpyridin-3-yl)methyl)amino)-4-(neopentylamino)quinoline-3-carbonitrile